FC(C1=CC=C(C=N1)NC=1C2=C(N=CN1)C=CC(=N2)N2CC1(CCN1C(=O)OC(C)(C)C)C2)(F)F tert-butyl 6-[4-[[6-(trifluoromethyl)-3-pyridyl]amino]pyrido[3,2-d]pyrimidin-6-yl]-1,6-diazaspiro[3.3]heptane-1-carboxylate